N-[(10-oxo-9,10-dihydro-9-oxa-10-phosphaphenanthren-10-yl)methyl]-1,3,5-triazine-2,4,6-triamine O=P1(OC2=CC=CC=C2C=2C=CC=CC12)CNC1=NC(=NC(=N1)N)N